C(C)(C)C1=C(C(=CC=C1)C)C1=NC=C2N(C(N(C2=N1)CC1=CC=C(C=C1)C=1N(C=C(N1)C(F)(F)F)C)=N)C 2-(2-isopropyl-6-methyl-phenyl)-7-methyl-9-[[4-[1-methyl-4-(trifluoromethyl)imidazol-2-yl]phenyl]methyl]purin-8-imine